trans-4-((3-(2-Cyclopropylthiazol-5-yl)phenyl)((trans-4-(4-methoxy-3-methylphenyl)cyclohexyl)methyl)carbamoyl)cyclohexyl 3-hydroxyazetidine-1-carboxylate OC1CN(C1)C(=O)O[C@@H]1CC[C@H](CC1)C(N(C[C@@H]1CC[C@H](CC1)C1=CC(=C(C=C1)OC)C)C1=CC(=CC=C1)C1=CN=C(S1)C1CC1)=O